C1(CC1)C=1C=CC=2N(C1)C=C(N2)CNC=2C=CC(=C(C2)NC(=O)[C@@H]2[C@H](C2)C2=NC=CC(=N2)C)S(=O)(=O)C |r| rac-(1S*,2S*)-N-(5-(((6-cyclopropylimidazo[1,2-a]pyridin-2-yl)methyl)amino)-2-(methylsulfonyl)phenyl)-2-(4-methylpyrimidin-2-yl)cyclopropane-1-carboxamide